C(CC1=CC=CC=C1)C=1OC=2N=C3N(C(C2N1)=O)CCCC3 2-phenethyl-5,6,7,8-tetrahydro-10H-oxazolo[5,4-d]pyrido[1,2-a]pyrimidin-10-one